[2-(4,4-Difluoropiperidin-1-yl)-6-methylpyrimidin-4-yl]methanol FC1(CCN(CC1)C1=NC(=CC(=N1)CO)C)F